hexadecane-1-yl montanate C(CCCCCCCCCCCCCCCCCCCCCCCCCCC)(=O)OCCCCCCCCCCCCCCCC